N-[4-[(4-ethylpiperazin-1-yl)methyl]-3-(trifluoromethyl)phenyl]-4-methyl-3-(1H-pyrrolo[2,3-b]pyridin-4-yloxy)benzamide C(C)N1CCN(CC1)CC1=C(C=C(C=C1)NC(C1=CC(=C(C=C1)C)OC1=C2C(=NC=C1)NC=C2)=O)C(F)(F)F